N-(5-(4-cyanophenyl)thiazolo[5,4-b]pyridin-2-yl)-4-(1H-indazol-4-yl)-6-methylnicotinamide C(#N)C1=CC=C(C=C1)C1=CC=C2C(=N1)SC(=N2)NC(C2=CN=C(C=C2C2=C1C=NNC1=CC=C2)C)=O